5-[(7-chloro-1-isoquinolyl)amino]-N-[(2S)-6-methoxytetralin-2-yl]pyridine-2-carboxamide ClC1=CC=C2C=CN=C(C2=C1)NC=1C=CC(=NC1)C(=O)N[C@@H]1CC2=CC=C(C=C2CC1)OC